C(C1=CC=CC=C1)OC(=O)C1=CC=C(C=C1)N1C(N(C2=NC(=NC(=C12)C)Cl)C1(CCN(CC1)C(=O)OC(C)(C)C)C(=O)OC)=O 4-Methyl 1-(2-methyl-2-propanyl) 4-(7-{4-[(benzyloxy)carbonyl]phenyl}-2-chloro-6-methyl-8-oxo-7,8-dihydro-9H-purin-9-yl)-1,4-piperidinedicarboxylate